4-(chloromethyl)pyridin-2-amine hydrochloride Cl.ClCC1=CC(=NC=C1)N